C(CCC)S(=O)(=O)NC1=C(C(=O)N[C@H](CC)C=2C=NC(=CC2)OC)C=CC=C1 2-(butylsulfonylamino)-N-[(1R)-1-(6-methoxy-3-pyridinyl)propyl]-benzamide